Naphthyl-Guanidine C1(=CC=CC2=CC=CC=C12)NC(=N)N